3-((3-(2-(diisopropylamino)ethyl)-1H-indol-6-yl)oxy)-3-oxopropionic acid C(C)(C)N(CCC1=CNC2=CC(=CC=C12)OC(CC(=O)O)=O)C(C)C